C1(=CC=CC=C1)C(\C=C\[Si](C)(C)C)=O (E)-1-phenyl-3-(trimethylsilyl)prop-2-en-1-one